ClC1=CC2=C(O[C@@H](CN(S2(=O)=O)CC2=CC(=CC=3C=CSC32)C(CC(=O)O)C3=C(C2=C(N(N=N2)C)C(=C3)C#N)C)CC)N=C1 3-(7-{[(4R)-8-Chloro-4-ethyl-1,1-dioxido-3,4-dihydro-2H-pyrido[2,3-b][1,4,5]oxathiazepin-2-yl]methyl}-1-benzothiophen-5-yl)-3-(7-cyano-1,4-dimethyl-1H-benzotriazol-5-yl)propanoic acid